4-((1,5-dimethyl-3-oxo-2-phenyl-2,3-dihydro-1H-pyrazol-4-yl)(methyl)amino)butyric acid CN1N(C(C(=C1C)N(CCCC(=O)O)C)=O)C1=CC=CC=C1